[Sn].[Zr].[Ti] titanium zirconium tin